C(=CCCCC)\C(\CC(=O)O)=C/CC.CN(C)C=NS(=O)(=O)C1=CC=CC=C1 N-[(dimethylamino)methylidene]Benzenesulfonamide (3Z)-3-hexen-1-yl-(3Z)-3-hexenoate